FC1=CC2=C(NC(N(C2)CC(=O)OC(C)(C)C)=O)N=C1 tert-butyl 2-{6-fluoro-2-oxo-1H,4H-pyrido[2,3-d]pyrimidin-3-yl}acetate